C(C1=CC=CC=C1)C=1C(=NC=CC1)C#N benzyl-pyridinenitrile